1-hexadecyl-3-methyl-pyridine bromide [Br-].C(CCCCCCCCCCCCCCC)N1CC(=CC=C1)C